N-[5-(1H-benzimidazol-2-yl)-4-fluoro-1-[(4-methoxyphenyl)methyl]pyrazol-3-yl]-3-chloro-4-methoxy-benzamide N1C(=NC2=C1C=CC=C2)C2=C(C(=NN2CC2=CC=C(C=C2)OC)NC(C2=CC(=C(C=C2)OC)Cl)=O)F